thallium tetrakis(2,3,4,5-tetrafluorophenyl)borate FC1=C(C=C(C(=C1F)F)F)[B-](C1=C(C(=C(C(=C1)F)F)F)F)(C1=C(C(=C(C(=C1)F)F)F)F)C1=C(C(=C(C(=C1)F)F)F)F.[Tl+]